6-acetamido-3-(N-(1-methylcyclopropyl)sulfamoyl)naphthalen-1-yl trifluoromethanesulfonate FC(S(=O)(=O)OC1=CC(=CC2=CC(=CC=C12)NC(C)=O)S(NC1(CC1)C)(=O)=O)(F)F